6-(4-((1H-indazol-5-yl)amino)pyrimidin-2-yl)-N-(4-(1H-pyrazol-4-yl)phenyl)-1H-indole-2-carboxamide N1N=CC2=CC(=CC=C12)NC1=NC(=NC=C1)C1=CC=C2C=C(NC2=C1)C(=O)NC1=CC=C(C=C1)C=1C=NNC1